The molecule is a fumiquinazoline that consists of imidazoindole and pyrazinoquinazoline units connected by a methylene group. It is a fumiquinazoline, an imidazoindole and a pyrazinoquinazoline. C[C@H]1C2=NC3=CC=CC=C3C(=O)N2[C@@H](C(=O)N1)C[C@]4([C@H]5N[C@H](C(=O)N5C6=CC=CC=C64)C)O